S1C=C(C=C1)CN1CC=CC=C1 1-(thien-3-ylmethyl)pyridine